NCC(CN)[O-] 1,3-diamino-2-propanolate